1-(6-((2-((3s,4r)-3-fluoro-4-hydroxy-3-methylpiperidin-1-yl)pyrimidin-4-yl)amino)-4-isopropyl-2,7-naphthyridin-1-yl)-1,6-diazaspiro[3.3]Heptane-6-carboxylic acid tert-butyl ester C(C)(C)(C)OC(=O)N1CC2(CCN2C2=NC=C(C3=CC(=NC=C23)NC2=NC(=NC=C2)N2C[C@]([C@@H](CC2)O)(C)F)C(C)C)C1